1-(3-fluoropropyl)azetidine tert-butyl-4-(2-(methylthio)-5-oxopyrido[4,3-d]pyrimidin-6(5H)-yl)piperidine-1-carboxylate C(C)(C)(C)OC(=O)N1CCC(CC1)N1C(C2=C(N=C(N=C2)SC)C=C1)=O.FCCCN1CCC1